CC=1NC2=C(C=CC=C2C(C1)=O)C 2,8-dimethyl-4(1H)-quinolinone